N-(1-methyl-4-piperidinyl)formamide CN1CCC(CC1)NC=O